COC(C1=C(C=C(C=C1)OCC1=CC=CC=C1)O)=O.C1(CC1)C1=CC=C(C=C1)CC(=O)N[C@H]1CN(CC1)C=1C=NC(=C(C1)C(F)(F)F)C (R)-2-(4-cyclopropylphenyl)-N-(1-(6-methyl-5-(trifluoromethyl)pyridin-3-yl)pyrrolidin-3-yl)acetamide methyl-4-benzyloxy-2-hydroxy-benzoate